4,4-Dimethylpiperidin-1-ylacetic acid ethyl ester C(C)OC(CN1CCC(CC1)(C)C)=O